sodium (2-bromo-2,2-difluoro-acetyl) oxide BrC(C(=O)OC(C(Br)(F)F)=O)(F)F.[Na]